BrC=1C(=NC(=CC1N)C=1SC=CN1)C1=NC(=CC(=C1)C)Cl 3-bromo-6'-chloro-4'-methyl-6-(thiazol-2-yl)-[2,2'-bipyridine]-4-amine